ClC=1C=CC(=C(C1)C1=CC2=C(C=N1)OC(N2C2=CC=NC=C2)=O)F 6-(5-chloro-2-fluorophenyl)-1-(pyridin-4-yl)-1H,2H-[1,3]oxazolo[5,4-c]pyridin-2-one